D-glucoheptono-1,4-lactone C([C@H]([C@H]([C@H]1[C@H]([C@H](C(=O)O1)O)O)O)O)O